6-[2-isopropyl-6-(4-piperazin-1-yl-1-piperidyl)-3-pyridyl]-7,8-dimethyl-imidazo[1,2-a]pyridine C(C)(C)C1=NC(=CC=C1C=1C(=C(C=2N(C1)C=CN2)C)C)N2CCC(CC2)N2CCNCC2